N-(4-cyano-2-fluorophenyl)carboxamide C(#N)C1=CC(=C(C=C1)NC=O)F